O=C1CC2(C1)CN(C2)C2=CC=C(S2)C=O 5-(2-oxo-6-azaspiro[3.3]heptane-6-yl)thiophene-2-carbaldehyde